C(C)C(CO)(CO)CO 2-ethyl-2-(hydroxy-methyl)-1,3-propanediol